O=S1(CCC(CC1)CC(=O)OCC)=O ethyl 2-(1,1-dioxidotetrahydro-2H-thiopyran-4-yl)acetate